C1(=CC(=CC=C1)C(C(C(C)C)=O)(F)F)C1=CC=CC=C1 1-([1,1'-Biphenyl]-3-yl)-1,1-difluoro-3-methylbutan-2-one